potassium hexacyanoiron (III) C(#N)[Fe-3](C#N)(C#N)(C#N)(C#N)C#N.[K+].[K+].[K+]